C(C1=CC=CC=C1)OC1=NC(=CC=C1C1=NN(C2=C(C=CC=C12)N1CCC(CC1)CN1C[C@@H](N(CC1)C(=O)OC(C)(C)C)C)C)OCC1=CC=CC=C1 tert-butyl (S)-4-((1-(3-(2,6-bis(benzyloxy) pyridin-3-yl)-1-methyl-1H-indazol-7-yl) piperidin-4-yl) methyl)-2-methylpiperazine-1-carboxylate